FC1=CC=C(C=C1)[C@@H](C)NC(=O)C1=NN2C(C(NC(=C2C)C2=CC3=CC=CC=C3C=C2)=O)=C1C N-[(1R)-1-(4-Fluorophenyl)ethyl]-3,7-dimethyl-6-(naphthalen-2-yl)-4-oxo-4,5-dihydropyrazolo-[1,5-a]pyrazine-2-carboxamide